FC=1C=C(OCCC2CCC23CCN(CC3)C(=O)OC(C)C)C=C(C1CC(N1CC(C1)CNC[C@@H]([C@H]([C@@H]([C@@H](CO)O)O)O)O)=O)F isopropyl 3-[2-[3,5-difluoro-4-[2-oxo-2-[3-[[[(2S,3R,4R,5R)-2,3,4,5,6-pentahydroxyhexyl]amino]methyl]azetidin-1-yl]ethyl]phenoxy]ethyl]-7-azaspiro[3.5]nonane-7-carboxylate